4,5-dihydro-1H-benzo[d]azepine C1C=NCCC2=C1C=CC=C2